COC(C1CCN(CC1)C1=CC=C(C=C1)C1=C(CCCC2=C1C=CC(=C2)C(=O)OC)C2=CC=C(C=C2)SC(F)(F)F)OC methyl 5-[4-[4-(dimethoxymethyl)-1-piperidyl]phenyl]-6-[4-(trifluoromethylsulfanyl)phenyl]-8,9-dihydro-7H-benzo[7]annulene-2-carboxylate